N-(4-(5-(difluoromethyl)-1,3,4-oxadiazol-2-yl)-2-fluorobenzyl)aniline FC(C1=NN=C(O1)C1=CC(=C(CNC2=CC=CC=C2)C=C1)F)F